OC=1C(=NC(=CC1)CCCCCN1CCN(CC1)C1=NC=CC=C1)C=O 3-hydroxy-6-(5-(4-(pyridin-2-yl)piperazin-1-yl)pentyl)pyridinecarbaldehyde